CC1=NOC(=C1S(=O)(=O)NCC1(CCCCC1)NS(=O)(=O)C1=CC=C(C=C1)OC(F)(F)F)C 3,5-dimethyl-N-((1-((4-(trifluoromethoxy)phenyl)sulfonamido)cyclohexyl)methyl)isoxazole-4-sulfonamide